FC(OC1=CC=C(C=N1)S(=O)(=O)[C@](C)(F)C1CCN(CC1)C(=O)NC1=NOC=C1)F (S)-4-(1-((6-(difluoro-methoxy)pyridin-3-yl)sulfonyl)-1-fluoro-ethyl)-N-(isoxazol-3-yl)piperidine-1-carboxamide